The molecule is an alkaloid that is manzamine A with a hydroxy substituent at position 6. Isolated from Haliclona and Acanthostrongylophora, it exhibits inhibitory activity against Glycogen Synthase Kinase-3 (EC 2.7.11.26). It has a role as a metabolite and an EC 2.7.11.26 (tau-protein kinase) inhibitor. It is a member of beta-carbolines, an alkaloid and a member of isoquinolines. It derives from a manzamine A. C1CCN2CC[C@H]3C(=C[C@@](CC/C=C\\C1)([C@H]4[C@]3(C2)C[C@H]/5N4CCCC/C=C5)O)C6=NC=CC7=C6NC8=C7C=C(C=C8)O